ClC1=CC=C(C=C1)C=1C=C(C(N(N1)C=1C=NC=C(C1)F)=O)C(=O)NC(CO)C(C)C 6-(4-chlorophenyl)-2-(5-fluoropyridin-3-yl)-N-(1-hydroxy-3-methylbutan-2-yl)-3-oxo-2,3-dihydropyridazine-4-carboxamide